5-AMINO-3-METHYL-ISOXAZOLE-4-CARBOXYLIC ACID NC1=C(C(=NO1)C)C(=O)O